2-methyl-5-tert-butyl-6-methoxy-7-(3,5-di-tert-butylphenyl)-1H-indene CC=1CC2=C(C(=C(C=C2C1)C(C)(C)C)OC)C1=CC(=CC(=C1)C(C)(C)C)C(C)(C)C